O1C2=C(NCC1)C=C(C=C2)C(C=O)O 2-(3,4-dihydro-2H-benzo[b][1,4]oxazin-6-yl)-2-hydroxyethane-1-one